N-[(6-Amino-2-pyridyl)sulfonyl]-6-tert-butyl-2-(3-cyclopropyl-2,2-dimethyl-pyrrolidin-1-yl)pyridin-3-carboxamid NC1=CC=CC(=N1)S(=O)(=O)NC(=O)C=1C(=NC(=CC1)C(C)(C)C)N1C(C(CC1)C1CC1)(C)C